C1=CC=NC(=C1)C2=CC=CC=N2 22'-bipyridine